N-tert-butylcarbonyl-1,3-propanediamine C(C)(C)(C)C(=O)NCCCN